C(#N)C(=C1CCN(CC1)C(=O)OC(C)(C)C)C1=CC=C(C=C1)F Tert-Butyl 4-[cyano-(4-fluorophenyl)methylene]piperidine-1-carboxylate